sulfanyl-ethanone formic acid salt C(=O)O.SC(C)=O